N-ethyl-2'-(quinolin-3-yl)-5',6'-dihydrospiro[piperidine-4,4'-pyrrolo[1,2-b]pyrazole]-1-carboxamide C(C)NC(=O)N1CCC2(CCN3N=C(C=C32)C=3C=NC2=CC=CC=C2C3)CC1